N-benzyl-2'-(4-methylpiperidin-1-yl)-[4,4'-bipyridin]-2-amine C(C1=CC=CC=C1)NC1=NC=CC(=C1)C1=CC(=NC=C1)N1CCC(CC1)C